C(C1=CC=CC=C1)C1=NOC(N1CC1=CC=C(C=C1)F)=O 3-benzyl-4-[(4-fluorophenyl)methyl]-4,5-dihydro-1,2,4-oxadiazol-5-one